2,3-epoxypropyl o-tolyl ether C1(=C(C=CC=C1)OCC1CO1)C